CC=1SC=2[C@H](N([C@@H](CC2N1)C)C(=O)OC(C)(C)C)C trans-(4R,6R)-tert-Butyl 2,4,6-trimethyl-6,7-dihydrothiazolo[5,4-c]pyridine-5(4H)-carboxylate